3-Ethyl-2,4-dimethyl-1H-pyrrol C(C)C1=C(NC=C1C)C